1,1-bis(3-methoxy-4-aminophenyl)-cyclohexane COC=1C=C(C=CC1N)C1(CCCCC1)C1=CC(=C(C=C1)N)OC